3-amino-N-(3,5-dihydroxyphenyl)-6-(4-((4-methylpiperidin-1-yl)methyl)phenyl)pyrazine-2-carboxamide NC=1C(=NC(=CN1)C1=CC=C(C=C1)CN1CCC(CC1)C)C(=O)NC1=CC(=CC(=C1)O)O